(3-((2'-(N-(4,5-dimethylisoxazol-3-yl)-N-(methoxymethyl)sulfamoyl)-2-(ethoxymethyl)-[1,1'-biphenyl]-4-yl)methyl)-2-propyl-3H-imidazo[4,5-b]pyridin-5-yl)methyl methanesulfonate CS(=O)(=O)OCC1=CC=C2C(=N1)N(C(=N2)CCC)CC2=CC(=C(C=C2)C2=C(C=CC=C2)S(N(COC)C2=NOC(=C2C)C)(=O)=O)COCC